(6-bromo-4-nitro-2,3-dihydro-1H-inden-5-yl)acetamide BrC1=C(C(=C2CCCC2=C1)[N+](=O)[O-])CC(=O)N